FC1=CC(=C(OC=2C(=NC=NC2)N2CC3(CCN(C3)CC3=CC4=C(NC(N4)=O)C=C3)CC2)C=C1)CCC(C)C 5-((7-(5-(4-fluoro-2-isopentylphenoxy)pyrimidin-4-yl)-2,7-diazaspiro[4.4]non-2-yl)methyl)-1,3-dihydro-2H-benzo[d]imidazol-2-one